2-((6-(4,4-bis(hydroxymethyl)piperidin-1-yl)-6-oxohexyl)oxy)-3a,4,7,7a-tetrahydro-1H-4,7-epoxyisoindole-1,3(2H)-dione OCC1(CCN(CC1)C(CCCCCON1C(C2C3C=CC(C2C1=O)O3)=O)=O)CO